2-(2,6-difluorophenyl)-8-ethynyl-N-((1r,4r)-4-morpholinocyclohexyl)pyrazolo[1,5-a][1,3,5]triazin-4-amine FC1=C(C(=CC=C1)F)C1=NC=2N(C(=N1)NC1CCC(CC1)N1CCOCC1)N=CC2C#C